bi-phenolformaldehyde C1(=C(C(=CC=C1)C=O)C=1C(=CC=CC1)O)O